{7-methoxy-6-[3-(pyrrolidin-1-yl)propoxy]-1H,2H,3H-cyclopenta[b]quinolin-9-yl}hexane COC1=CC=2C(=C3C(=NC2C=C1OCCCN1CCCC1)CCC3)CCCCCC